7-(3,5-dichloro-4-fluorophenyl)-N-[(1S)-2,3-dihydro-1H-inden-1-yl]-6-methyl-3-(propan-2-yl)pyrazolo[5,1-b][1,3]thiazole-2-carboxamide ClC=1C=C(C=C(C1F)Cl)C=1C(=NN2C1SC(=C2C(C)C)C(=O)N[C@H]2CCC1=CC=CC=C21)C